CN(C(OC1=CC=C2C(=C(C(OC2=C1)=O)CC1=C(C(=CC=C1)N)F)C)=O)C 3-(3-amino-2-fluorobenzyl)-4-methyl-2-oxo-2H-chromen-7-yl dimethylcarbamate